2-fluoro-5-{[6-(2-fluoro-3-methoxyphenyl)pyridin-2-yl]oxy}-N-methylbenzamide FC1=C(C(=O)NC)C=C(C=C1)OC1=NC(=CC=C1)C1=C(C(=CC=C1)OC)F